1'-benzyl 1-(tert-butyl) spiro[azetidine-3,2'-indoline]-1,1'-dicarboxylate N1(C2(CC3=CC=CC=C13)CN(C2)C(=O)OC(C)(C)C)C(=O)OCC2=CC=CC=C2